COC=1C=C(C=C(C1)OC)C(=O)N1CCC(CC1)CCCCNC(=O)C1=CC=2C(=CN=CC2)S1 N-(4-{1-[(3,5-dimethoxyphenyl)carbonyl]piperidin-4-yl}butyl)thieno[2,3-c]pyridine-2-carboxamide